3-(3-hydroxy-1-methylpropoxy)-1-butanol OCCC(OC(CCO)C)C